tert-butyl (S)-2-(4-(trifluoromethyl)cyclohexyl)-6-(((2-(1-(trifluoromethyl)cyclopropane-1-carbonyl)-2,6-diazaspiro[3.4]octan-8-yl)methoxy)methyl)benzoate FC(C1CCC(CC1)C1=C(C(=O)OC(C)(C)C)C(=CC=C1)COC[C@@H]1CNCC12CN(C2)C(=O)C2(CC2)C(F)(F)F)(F)F